CC1=CC=C(C=C1)S(=O)(=O)OC1CC(CC(C1)O)OS(=O)(=O)C1=CC=C(C=C1)C cis-5-hydroxycyclohexane-1,3-diyl bis(4-methylbenzenesulfonate)